N-lauroylglutamic acid didodecylamide C(CCCCCCCCCCC)N(C([C@@H](NC(CCCCCCCCCCC)=O)CCC(=O)O)=O)CCCCCCCCCCCC